2-(5-amino-2-(furan-2-yl)-8H-pyrazolo[4,3-e][1,2,4]triazolo[1,5-c]pyrimidin-8-yl)-1-(4-(4-(2-methoxyethoxy)phenyl)piperazin-1-yl)-2-methylpropan-1-one NC1=NC=2C(C=3N1N=C(N3)C=3OC=CC3)=CN(N2)C(C(=O)N2CCN(CC2)C2=CC=C(C=C2)OCCOC)(C)C